CN(C)CC1=C(C=CC=C1)C1=CC=C(S1)[C@@H](C)NC1=C2C(=C(N=N1)C)N=CC(=C2)N2CCOCC2 (R)-N-(1-(5-(2-((dimethylamino)methyl)phenyl)thiophen-2-yl)ethyl)-8-methyl-3-morpholinopyrido[2,3-d]pyridazin-5-amine